[Na].ClC1=C(C=CC=C1Cl)N1CCN(CC1)CCC1CCC(CC1)N1N=CC(=C1)OC (2,3-dichlorophenyl)-4-(2-(4-(4-methoxy-1H-pyrazol-1-yl)cyclohexyl)ethyl)piperazine Sodium